C(CC(CN)N)(N)N 1,1,3,4-butanetetraamine